CC1(OB(OC1(C)C)CCCN1N=C(C=C1)S(=O)(=O)N)C 1-(3-(4,4,5,5-tetramethyl-1,3,2-dioxaborolan-2-yl)propyl)-1H-pyrazole-3-sulfonamide